2-(4-chloro-2-methylphenyl)-2-oxoacetic acid ethyl ester C(C)OC(C(=O)C1=C(C=C(C=C1)Cl)C)=O